ClC1=C2NC(C(NC2=C(C=C1)C)=S)(C)C 5-chloro-3,3,8-trimethyl-3,4-dihydroquinoxaline-2(1H)-thione